[(2-bromo-7-fluoro-1-benzothiophen-6-yl)methoxy](tert-butyl)dimethylsilane BrC=1SC2=C(C1)C=CC(=C2F)CO[Si](C)(C)C(C)(C)C